2-amino-9-[(2R,3R,4S,5R)-3,4-dihydroxy-5-(hydroxymethyl)oxolan-2-yl]-6,9-dihydro-1H-purin-6-one NC=1NC(C=2N=CN(C2N1)[C@@H]1O[C@@H]([C@H]([C@H]1O)O)CO)=O